Tert-butyl 2-(((tert-butoxycarbonyl)(cyclobutylmethyl)amino)methyl)-6-((4-(5-nitropyridin-3-yl)-1H-1,2,3-triazol-1-yl)methyl)-1H-indole-1-carboxylate C(C)(C)(C)OC(=O)N(CC1CCC1)CC=1N(C2=CC(=CC=C2C1)CN1N=NC(=C1)C=1C=NC=C(C1)[N+](=O)[O-])C(=O)OC(C)(C)C